NC1CCN(CC1)C(CN1CCN(CC1)C1=CC=C(C=C1)C1C(NC(CC1)=O)=O)=O 3-(4-(4-(2-(4-aminopiperidin-1-yl)-2-oxoethyl)piperazin-1-yl)phenyl)piperidine-2,6-dione